C(=O)(O)C(O)C(O)C(=O)O.FC=1C=C(C=CC1OC1=C2C(=NC=C1)C=C(S2)C2=NC=C(C=C2)CNCCOC)NC(=O)C2(CC2)C(=O)NC2=CC=C(C=C2)F N-(3-fluoro-4-((2-(5-(((2-methoxyethyl)amino)methyl)pyridin-2-yl)thieno[3,2-b]pyridin-7-yl)oxy)phenyl)-N'-(4-fluorophenyl)cyclopropane-1,1-dicarboxamide tartrate